CN1C(N(C2=C1C=C(C=C2)C2CCN(CC2)CCN2CCNCC2)N2C(CCCC2=O)=O)=O (3-methyl-2-oxo-5-(1-(2-(piperazin-1-yl)ethyl)piperidin-4-yl)-2,3-dihydro-1H-benzo[d]imidazol-1-yl)piperidine-2,6-dione